(2R,3S,4S)-4-hydroxy-2-[(4-methoxyphenyl)methyl]pyrrolidin-3-yl N-{[3-(difluoromethyl)phenyl]methyl}carbamate FC(C=1C=C(C=CC1)CNC(O[C@H]1[C@H](NC[C@@H]1O)CC1=CC=C(C=C1)OC)=O)F